N6-(4-(4-iodophenyl)butanoyl)-lysine IC1=CC=C(C=C1)CCCC(=O)NCCCC[C@H](N)C(=O)O